C1CC1 (1E,1''E,1''E)-cyclopropane